N-(Aminoiminomethyl)-1,4-dihydro-1-methyl-2,4-dioxo-3(2H)-quinazolineacetamide NN=CNC(CN1C(N(C2=CC=CC=C2C1=O)C)=O)=O